N-hydroxy-4-(4-methylbenzyl)-3-oxo-3,4-dihydro-2H-benzo[b][1,4]oxazine-6-carboxamide ONC(=O)C1=CC2=C(OCC(N2CC2=CC=C(C=C2)C)=O)C=C1